NCC1=NC=C2C=CC(=NC2=C1)N1C(C(=CC=C1)N(C)C)=O 1-(7-(aminomethyl)-1,6-naphthyridin-2-yl)-3-(dimethylamino)pyridin-2(1H)-one